[Si](C)(C)(C(C)(C)C)OCC1=CC(=NC=C1)C1=CN=C2N1N=C(C=C2)NC(C)C2=C(C=CC(=C2)F)OCC2=CC=C(C=C2)OC 3-(4-(((tert-butyldimethylsilyl)oxy)methyl)pyridin-2-yl)-N-(1-(5-fluoro-2-((4-methoxybenzyl)oxy)phenyl)ethyl)imidazo[1,2-b]pyridazin-6-amine